FCC(CF)N1N=NC2=C1C=C(C=C2)C=2C(=CN1N=C(N=C(C12)OC)NCC(C#N)(C)C)F 3-((5-(1-(1,3-difluoropropan-2-yl)-1H-benzo[d][1,2,3]triazol-6-yl)-6-fluoro-4-methoxypyrrolo[2,1-f][1,2,4]triazin-2-yl)amino)-2,2-dimethylpropanenitrile